C(C1=CC=CC=C1)(C1=CC=CC=C1)[C@@H]1N2C(C=3N(C1)C(=CN3)C(C)O)=C(C(C=C2)=O)OCC2=CC=CC=C2 (6S)-6-benzhydryl-11-(benzyloxy)-3-(1-hydroxyethyl)-5H-imidazo[1,2-a]pyrido[2,1-c]pyrazin-10(6H)-one